ClC1=CC2=C(N=C(S2)C23CC(C2)(C3)C(=O)NC(=O)C3=CN=C(O3)C3(CC3)S(=O)(=O)C)C=C1 N-[1-(6-chloro-1,3-benzothiazol-2-yl)-3-bicyclo[1.1.1]pentanoyl]-2-(1-methanesulfonylcyclopropyl)oxazole-5-carboxamide